CC1(CCOCC1)NC(=O)[C@@H]1CC12CCN(CC2)C(=O)OC(C(F)(F)F)C(F)(F)F 1,1,1,3,3,3-hexafluoropropan-2-yl (R)-1-((4-methyltetrahydro-2H-pyran-4-yl)carbamoyl)-6-azaspiro[2.5]octane-6-carboxylate